1-(2-chlorobenzyl)-1,5,6,7-tetrahydro-4H-pyrazolo[4,3-c]pyridin-4-one ClC1=C(CN2N=CC=3C(NCCC32)=O)C=CC=C1